OC1=CC=C(C=C1)C(=C(CC)C1=CC=CC=C1)C1=CC=C(C=C1)N1CCN(CC1)CC1=C(C=CC=C1)N1C(NC(CC1)=O)=O 1-(2-((4-(4-(1-(4-hydroxyphenyl)-2-phenylbut-1-en-1-yl)phenyl)piperazin-1-yl)methyl)phenyl)dihydropyrimidine-2,4(1H,3H)-dione